OC(CCOC[C@H](N)C(=O)O)(C)C O-(3-hydroxy-3-methylbutyl)-L-serine